4-[(2S,5R)-5-methyl-2-piperidyl]-1H-indazole C[C@@H]1CC[C@H](NC1)C1=C2C=NNC2=CC=C1